diethyl oxalate C(C(=O)OCC)(=O)OCC